6-(3-methyl-2-butenyl)-1H-indol-4-yl propionate C(CC)(=O)OC1=C2C=CNC2=CC(=C1)CC=C(C)C